[O].[C@@H]12N(C[C@@H](CC1)C2)C2=CC=C(N)C=C2 4-((1r,4s)-2-azabicyclo[2.2.1]heptan-2-yl)aniline oxygen